9-chloro-tetracyclo[6.2.1.13,6.02,7]-4-dodecene ClC1C2C3C4C=CC(C3C(C1)C2)C4